FC(C(=O)O)(F)F.O=C1N(CCC(N1)=O)C1=NN(C2=CC(=CC=C12)[C@H]1C(CN(CC1)CC(=O)O)(F)F)C 2-[(4S)-4-[3-(2,4-dioxohexahydropyrimidin-1-yl)-1-methyl-indazol-6-yl]-3,3-difluoro-1-piperidyl]acetic acid, trifluoroacetic acid salt